C(#N)C1=C(C=C(C=C1)F)[C@H](CC)C1=NN(C(=C1)C)C (1S,2S)-1-(2-cyano-5-fluorophenyl)-1-(1,5-dimethyl-1H-pyrazol-3-yl)propan